Cl.Cl.NC(C(=O)O)CC1=CC(=C(C=C1)N)Br 2-amino-3-(4-amino-3-bromo-phenyl)propanoic acid dihydrochloride